C(C)OC(CN(CC1=CC=CC=C1)C(C(CC1=CC(=CC=C1)Br)N)=O)=O N-(2-amino-3-(3-bromophenyl)propionyl)-N-benzylglycine ethyl ester